5-(1-methyl-1-morpholin-4-yl-ethyl)-[1,2,4]oxadiazol CC(C)(N1CCOCC1)C1=NC=NO1